5-Chloro-4-(((3R,3aR,6S,6aS)-6-fluorohexahydrofuro[3,2-b]furan-3-yl)oxy)pyrimidine ClC=1C(=NC=NC1)O[C@H]1[C@@H]2[C@H](OC1)[C@H](CO2)F